3-phenyl-7-(2H-naphtho[1,2-d]-triazol-2-yl)coumarin C1(=CC=CC=C1)C=1C(OC2=CC(=CC=C2C1)N1N=C2C(=N1)C1=CC=CC=C1C=C2)=O